N-(4-((S)-2,2-difluoro-1-(methylamino)ethyl)phenyl)-7-((R)-1-methoxyethyl)-2-methylthiazolo[5,4-b]pyridin-6-amine FC([C@@H](NC)C1=CC=C(C=C1)NC=1C(=C2C(=NC1)SC(=N2)C)[C@@H](C)OC)F